ClC1=C(C=CC(=C1)Cl)CNC1=NN2C(NC(=CC2=O)CC)=N1 2-[(2,4-dichlorophenyl)methyl-amino]-5-ethyl-4H-[1,2,4]-triazolo[1,5-a]pyrimidin-7-one